(E)-6-(1-methyl-1H-pyrazol-4-yl)-3-(4-(5-(prop-1-en-1-yl)pyrimidin-2-yl)piperazin-1-yl)pyrazolo[1,5-a]pyridine CN1N=CC(=C1)C=1C=CC=2N(C1)N=CC2N2CCN(CC2)C2=NC=C(C=N2)\C=C\C